BrC=1C(=NC=CC1)SC=1C=NC=CC1C(=N)NO 3-[(3-Bromopyridin-2-yl)sulfanyl]-N-hydroxypyridine-4-carboxamidine